C1(CCCCCCC1)NC(SC)=NC1=CC=C(C=C1)C#N N-cyclooctyl-N'-(4-cyanophenyl)-S-methyl-isothiourea